hydrogen peroxide, hydrochloride salt Cl.OO